ClCC(=O)NCCCC(=O)O N-chloroacetyl-γ-aminobutyric acid